C(C=C)(=O)N1C[C@@H](N(CC1)C1=NC(N2C3=C(C(=C(C=C13)C(F)(F)F)C1=CC=C(C=C1)F)SC[C@@H](C2)OC)=O)C (R)-8-((s)-4-acryloyl-2-methylpiperazin-1-yl)-11-(4-fluorophenyl)-3-methoxy-10-(trifluoromethyl)-3,4-dihydro-2H,6H-[1,4]thiazepino[2,3,4-ij]quinazolin-6-one